FC1=C(C=CC(=C1)F)C1=CC(=NO1)C(=O)NCC(C)(C=1C=NN(C1)C)C1=NC=CC=C1\C(=N/OC)\C 5-(2,4-difluorophenyl)-N-[2-[3-[(Z)-N-methoxy-C-methyl-carbonimidoyl]-2-pyridyl]-2-(1-methylpyrazol-4-yl)propyl]isoxazole-3-carboxamide